(E)-3-(3,4-bis(difluoromethoxy)phenyl)-2-butenoic acid ethyl ester C(C)OC(\C=C(/C)\C1=CC(=C(C=C1)OC(F)F)OC(F)F)=O